N1=CC(=CC=C1)C(=O)OC1(CC1)NC(=O)C1(CCOCC1)N(CCOC1=CC=CC=C1)C [1-[[4-[methyl (2-phenoxyethyl) amino] tetrahydropyran-4-carbonyl] amino] cyclopropyl] pyridine-3-carboxylate